tributyl(3-methyl-5-isoxazolyl)stannane C(CCC)[Sn](C1=CC(=NO1)C)(CCCC)CCCC